4-(4-(6-(((1R,4R,5R,6R)-6-fluoro-2-azabicyclo[2.2.1]heptan-5-yl)oxy)pyridazin-3-yl)-3-hydroxyphenyl)-1-methylpyridin-2(1H)-one F[C@H]1[C@@H]([C@H]2CN[C@@H]1C2)OC2=CC=C(N=N2)C2=C(C=C(C=C2)C2=CC(N(C=C2)C)=O)O